(E)-N-(2-((2-(6-(4-ethoxyphenyl)pyrazine-2-carbonyl)hydrazono)methyl)phenyl)methanesulfonamide sodium phosphorus salt [P].[Na].C(C)OC1=CC=C(C=C1)C1=CN=CC(=N1)C(=O)N\N=C\C1=C(C=CC=C1)NS(=O)(=O)C